tert-butyl (R)-(1-(4-bromo-2-chloro-3-methylphenyl)ethyl)carbamate BrC1=C(C(=C(C=C1)[C@@H](C)NC(OC(C)(C)C)=O)Cl)C